(R)-N-((R)-5-(5-cyclopropyl-1,2,4-oxadiazol-3-yl)-2,3-dihydro-1H-inden-1-yl)-4-oxoazetidine-2-carboxamide C1(CC1)C1=NC(=NO1)C=1C=C2CC[C@H](C2=CC1)NC(=O)[C@@H]1NC(C1)=O